O=C1NC(CCC1N1C(C2=CC=C(C=C2C1=O)CN1CCN(CC1)C1=NC(=CC=C1)C1=CN=C2N1N=C(C=C2)N2[C@H](CCC2)C2=CC(=CC=C2)F)=O)=O 2-(2,6-dioxopiperidin-3-yl)-5-((4-(6-(6-((R)-2-(3-fluorophenyl)pyrrolidin-1-yl)imidazo[1,2-b]pyridazin-3-yl)pyridin-2-yl)piperazin-1-yl)methyl)isoindoline-1,3-dione